Cl[Ta](Cl)(Cl)Cl tetrachlorotantalum